2-(benzo[d]oxazol-2-yl)-4-(2-(4-fluoro-2,6-dimethylphenoxy)-5-(2-hydroxypropan-2-yl)phenyl)-6-methylthieno[2,3-c]pyridin-7(6H)-one O1C(=NC2=C1C=CC=C2)C2=CC1=C(C(N(C=C1C1=C(C=CC(=C1)C(C)(C)O)OC1=C(C=C(C=C1C)F)C)C)=O)S2